(6-(5-methyl-2,4-dioxo-3,4-dihydropyrimidin-1(2H)-yl)-4-tritylmorpholin-2-yl)methyl (4-(dimethylamino)piperidin-1-yl)phosphonochloridate CN(C1CCN(CC1)P(OCC1CN(CC(O1)N1C(NC(C(=C1)C)=O)=O)C(C1=CC=CC=C1)(C1=CC=CC=C1)C1=CC=CC=C1)(=O)Cl)C